BrC=1C=C(C=CC1C)C(\C=C\N(C)C)=O (E)-1-(3-bromo-4-methylphenyl)-3-(dimethylamino)prop-2-en-1-one